2,2'-azobisisobutyric acid N(=NC(C(=O)O)(C)C)C(C(=O)O)(C)C